(3S,4S)-1-cyclopentyl-4-{[5-(2,4-difluoro-phenyl)-isoxazole-3-carbonyl]-amino}-piperidine-3-carboxylic acid methyl ester COC(=O)[C@H]1CN(CC[C@@H]1NC(=O)C1=NOC(=C1)C1=C(C=C(C=C1)F)F)C1CCCC1